(S)-3-(1-aminoethyl)-5-fluoro-8-((1-(methyl-d3)-1H-pyrazol-4-yl)ethynyl)-2-phenylisoquinolin-1(2H)-one N[C@@H](C)C=1N(C(C2=C(C=CC(=C2C1)F)C#CC=1C=NN(C1)C([2H])([2H])[2H])=O)C1=CC=CC=C1